pentacontylpentacosasiloxane C(CCCCCCCCCCCCCCCCCCCCCCCCCCCCCCCCCCCCCCCCCCCCCCCCC)[SiH2]O[SiH2]O[SiH2]O[SiH2]O[SiH2]O[SiH2]O[SiH2]O[SiH2]O[SiH2]O[SiH2]O[SiH2]O[SiH2]O[SiH2]O[SiH2]O[SiH2]O[SiH2]O[SiH2]O[SiH2]O[SiH2]O[SiH2]O[SiH2]O[SiH2]O[SiH2]O[SiH2]O[SiH3]